S1(NC=CC=N1)(=O)=O 1,2,6-thiadiazine 1,1-dioxide